OC1=CC=C(C(=N1)C1CCC(CC1)=O)OC(F)(F)F 4-(6-hydroxy-3-(trifluoromethoxy)pyridin-2-yl)cyclohexan-1-one